1-Nonyl-3-propylpyrrolidinium acetat C(C)(=O)[O-].C(CCCCCCCC)[NH+]1CC(CC1)CCC